COC1=C(C=CC=C1)S(=O)(=O)NC1=NOC2=C1CC1(C3=CC=C(C=C32)C3COCC3)CC1 2-methoxy-N-(8'-(tetrahydrofuran-3-yl)-4'H-spiro[cyclopropane-1,5'-naphtho[2,1-d]isoxazol]-3'-yl)benzenesulfonamide